ClC1=CC(=C(C(=C1)C(C)C)NC(=O)NS(=O)(=O)C=1SC(=CC1)C1(CC1)O)C(C)C N-(4-chloro-2,6-diisopropylphenylcarbamoyl)-5-(1-hydroxycyclopropyl)thiophene-2-sulfonamide